[Si](C)(C)(C(C)(C)C)OCCOC=1C=C2C(=CC=NC2=CC1OC)OC1=C(C=C(C=C1F)NC(=O)C=1C=NC=CC1OC)F N-{4-[(6-{2-[(tert-butyldimethylsilyl)oxy]ethoxy}-7-methoxyquinolin-4-yl)oxy]-3,5-difluorophenyl}-4-methoxypyridine-3-carboxamide